ClC1=C(C2=C(C3=C(N=C(N(C3=O)CC3=CC(=NO3)C)C3=C(C=C(C=C3)OC)C3CC3)S2)C=C1)O 7-chloro-2-(2-cyclopropyl-4-methoxyphenyl)-8-hydroxy-3-((3-methylisoxazol-5-yl)methyl)benzo[4,5]thieno[2,3-d]pyrimidin-4(3H)-one